(1R,2R,4R)-4-[(tert-butoxyimino)(4-fluorophenyl)methyl]-2-methoxy-N-methylcyclohexan-1-amine C(C)(C)(C)ON=C([C@H]1C[C@H]([C@@H](CC1)NC)OC)C1=CC=C(C=C1)F